3-(isoquinolin-4-yl)-1-(5-methoxy-2-(trifluoromethyl)pyridin-4-yl)-2-oxoimidazolidine-4-carbonitrile C1=NC=C(C2=CC=CC=C12)N1C(N(CC1C#N)C1=CC(=NC=C1OC)C(F)(F)F)=O